4-(di-p-tolylamino)-4'-{4-(di-p-tolylamino)styryl}stilbene C1(=CC=C(C=C1)N(C1=CC=C(C=C1)C=CC1=CC=C(C=C1)C=CC1=CC=C(C=C1)N(C1=CC=C(C=C1)C)C1=CC=C(C=C1)C)C1=CC=C(C=C1)C)C